(R,E)-N-(4-((4-([1,2,4]triazolo[1,5-a]pyridin-7-yloxy)-5-cyclopropyl-2-methoxyphenyl)amino)-7-methoxy-quinazolin-6-yl)-2-fluoro-3-(1-methylpyrrolidin-2-yl)acrylamide N=1C=NN2C1C=C(C=C2)OC2=CC(=C(C=C2C2CC2)NC2=NC=NC1=CC(=C(C=C21)NC(/C(=C\[C@@H]2N(CCC2)C)/F)=O)OC)OC